1-(2,2-dimethylcyclopropyl)-3-methyl-4-methoxybenzene CC1(C(C1)C1=CC(=C(C=C1)OC)C)C